2-(4-(2-(tetrahydro-1H-pyrrolizin-7a(5H)-yl-acetamido)piperidin-1-yl)phenyl)acrylamide C1CCN2CCCC12CC(=O)NC1N(CCCC1)C1=CC=C(C=C1)C(C(=O)N)=C